3-(3-cyclopropylprop-1-ynyl)phenol C1(CC1)CC#CC=1C=C(C=CC1)O